(S)-N-((S)-1-(4-methoxyphenyl)-2-((4-methoxyphenyl)amino)-2-oxoethyl)-1-(3-phenylpropyl)pyrrolidine-2-carboxamide COC1=CC=C(C=C1)[C@@H](C(=O)NC1=CC=C(C=C1)OC)NC(=O)[C@H]1N(CCC1)CCCC1=CC=CC=C1